O[C@@H]1C[C@@H](CC[C@H]1C)NC1=NC(=NC=C1C#N)NC1CCC(CC1)OC 4-((1R,3R,4R)-3-hydroxy-4-methylcyclohexylamino)-2-((1r,4R)-4-methoxycyclohexylamino)pyrimidine-5-carbonitrile